(1R)-1-[2-(3-Cyclopropylisoxazol-4-yl)-1,3-thiazol-4-yl]-6-azaspiro[2.5]octan-6-sulfonamid C1(CC1)C1=NOC=C1C=1SC=C(N1)[C@@H]1CC12CCN(CC2)S(=O)(=O)N